(R)-6-bromo-2-methyl-N-(1-(2-methyl-3-(trifluoromethyl)phenyl)ethyl)-7-(trifluoromethoxy)pyrido[2,3-d]pyrimidin-4-amine BrC1=CC2=C(N=C(N=C2N[C@H](C)C2=C(C(=CC=C2)C(F)(F)F)C)C)N=C1OC(F)(F)F